NC1=NC(N(C=C1F)[C@@H]1O[C@]([C@H]([C@@H]1O[Si](C)(C)C)OCC1=CC=CC=C1)(CF)COCC1=CC=CC=C1)=O 4-amino-1-[(2R,3S,4S,5R)-4-(benzyloxy)-5-[(benzyloxy)methyl]-5-(fluoromethyl)-3-[(trimethylsilyl)oxy]oxolan-2-yl]-5-fluoropyrimidin-2-one